The molecule is a hydroxychrysene that is chrysene in which the hydrogen at position 1 has been replaced by a hydroxy group. It is a metabolite of the polycyclic aromatic hydrocarbon chrysene. It has a role as a xenobiotic metabolite. C1=CC=C2C(=C1)C=CC3=C2C=CC4=C3C=CC=C4O